C(C1=CC=CC=C1)OC1=CC=C(C=N1)C=1C=C(C=C(C1)C1=NN=NN1)NC=1C(C(C1O)=O)=O 3-((3-(6-(benzyloxy)pyridin-3-yl)-5-(1H-tetrazol-5-yl)phenyl)amino)-4-hydroxycyclobut-3-ene-1,2-dione